(E)-4,4,4-trifluorobut-2-en-1-ol FC(/C=C/CO)(F)F